stannum hydroxymethanesulfonate OCS(=O)(=O)[O-].[Sn+4].OCS(=O)(=O)[O-].OCS(=O)(=O)[O-].OCS(=O)(=O)[O-]